C1OCC12CN(C2)C2C(CCC2)OC=2C=C1CN(C(C1=CC2)=O)C2C(NC(CC2)=O)=O 3-(5-((2-(2-oxa-6-azaspiro[3.3]heptan-6-yl)cyclopentyl)oxy)-1-oxoisoindolin-2-yl)piperidine-2,6-dione